[Si](C)(C)(C(C)(C)C)P(C1=CC=CC=C1)(C1=CC=CC=C1)(C1=CC=CC=C1)I (tert-butyldimethylsilyl)iodotriphenyl-phosphorane